3-hydroxy-6-methyluridine ON1C(N([C@H]2[C@H](O)[C@H](O)[C@@H](CO)O2)C(=CC1=O)C)=O